(RS)-5-Trifluoromethyl-pyridine-2-carboxylic acid (4-pyrrolidin-3-yl-phenyl)-amide N1C[C@H](CC1)C1=CC=C(C=C1)NC(=O)C1=NC=C(C=C1)C(F)(F)F |r|